methyl 2-(6-(4-(1-(4-chloro-3-fluorophenyl)-6-methoxy-3,3-dimethyl-2,3-dihydro-1H-pyrrolo[3,2-b]pyridine-5-carbonyl)-3,3-dimethylpiperazin-1-yl)pyridin-3-yl)acetate ClC1=C(C=C(C=C1)N1CC(C2=NC(=C(C=C21)OC)C(=O)N2C(CN(CC2)C2=CC=C(C=N2)CC(=O)OC)(C)C)(C)C)F